ClC1=NC=C(C=C1)CNCC 2-chloro-5-(ethylaminomethyl)pyridine